CN1CC=2N(CC1=O)C(=CC2)B2OC(C(O2)(C)C)(C)C 2-methyl-6-(4,4,5,5-tetramethyl-1,3,2-dioxaborolan-2-yl)-1,2-dihydropyrrolo[1,2-a]pyrazin-3(4H)-one